5-(3-ethoxy-4-pyridinyl)-1-isopropyl-3-methyl-N-[(2-methylthiazol-5-yl)methyl]pyrazolo[4,3-b]pyridin-7-amine C(C)OC=1C=NC=CC1C1=CC(=C2C(=N1)C(=NN2C(C)C)C)NCC2=CN=C(S2)C